ClC1=C2C(=NN(C2=CC=C1)S(=O)(=O)C1=CC=C(C=C1)C)N1C2C(CC1CC2)(F)F 4-chloro-3-(2,2-difluoro-7-azabicyclo[2.2.1]heptan-7-yl)-1-(p-tolyl-sulfonyl)indazole